N,N-dicyclohexylformamide C1(CCCCC1)N(C=O)C1CCCCC1